alpha-(2-tetrahydrofuryl)-acetophenone O1C(CCC1)CC(=O)C1=CC=CC=C1